2-(4-iodo-2-(6-azaspiro[2.5]octan-6-yl)phenyl)-5-(6-methyl-2-(3-(trifluoromethyl)piperidin-1-yl)pyrimidin-4-yl)-1,3,4-oxadiazole IC1=CC(=C(C=C1)C=1OC(=NN1)C1=NC(=NC(=C1)C)N1CC(CCC1)C(F)(F)F)N1CCC2(CC2)CC1